(4-(3-(difluoromethyl)phenoxy)-3,5-difluorophenyl)methanol FC(C=1C=C(OC2=C(C=C(C=C2F)CO)F)C=CC1)F